isoxazole-4-boronic acid O1N=CC(=C1)B(O)O